2-amino-5-bromo-4-hydroxyimidazole NC=1NC(=C(N1)O)Br